C/C(/C=O)=C\C1=CC=CC=C1 (E)-α-methylcinnamaldehyde